C(OC[C@H]1O[C@@]([C@@H]2OC(CCCCCCC(O[C@@H]21)=O)=O)(C#N)C2=CC=C1C(=NC=NN12)N)(OC(C)C)=O ((10aR,11R,13R,13aR)-13-(4-aminopyrrolo[2,1-f][1,2,4]triazin-7-yl)-13-cyano-2,9-dioxododecahydrofuro[3,4-b][1,4]dioxacyclododecin-11-yl)methyl isopropyl carbonate